FC(OC1=CC=C(N=N1)C=O)F 6-(difluoromethoxy)pyridazine-3-carbaldehyde